3-amino-N-((3R,4R)-4-hydroxypiperidin-3-yl)-6-(2-(1-(2,2,2-trifluoroethyl)-1H-pyrazol-4-yl)pyridin-4-yl)pyrazine-2-carboxamide NC=1C(=NC(=CN1)C1=CC(=NC=C1)C=1C=NN(C1)CC(F)(F)F)C(=O)N[C@@H]1CNCC[C@H]1O